O1COC2=C1C=CC(=C2)OC2(CCN(CC2)C=2C(=CC=1N(N2)C(C=CN1)=O)C)[2H] 7-(4-(benzo[d][1,3]dioxol-5-yloxy)piperidin-1-yl-4-d)-8-methyl-4H-pyrimido[1,2-b]pyridazin-4-one